ClC1=C(C(=C(N=N1)OC1=CC(=CC=C1)C(F)(F)F)C(=O)OC)C=C methyl 6-chloro-3-[3-(trifluoromethyl) phenoxy]-5-vinyl-pyridazine-4-carboxylate